bromo-3-((ethylsulfonyl)methyl)-2-methylpyridine BrC1=C(C(=NC=C1)C)CS(=O)(=O)CC